(E)-1-(3-(3-methyl-1,2,4-oxadiazol-5-yl)acryloyl)-5,6-dihydropyridin-2(1H)-one CC1=NOC(=N1)/C=C/C(=O)N1C(C=CCC1)=O